Bianthracene C1=CC=C2C=C3C(=CC2=C1)C=CC=C3C4=CC=CC5=CC6=CC=CC=C6C=C54